menthdienol C1(=CC(=C(CC1)C(C)C)O)C